(1R,2R)-1-hexyl-2-(pyridin-2-ylmethyl)cyclohexanol C(CCCCC)[C@@]1([C@H](CCCC1)CC1=NC=CC=C1)O